C(C)C1(CC2C(N(OC2(C)C)C)C(C1)C)C 5-ethyl-1,3,3,5,7-pentamethyl-octahydrobenzo[c]isoxazole